stearamidopropyl-N,N-dimethyl-amine C(CCCCCCCCCCCCCCCCC)(=O)NCCCN(C)C